COC(=O)C1OCC(C1)NC(=O)C1(CC(=NO1)C1=CC(=CC(=C1)C)Br)OC 4-[[3-(3-bromo-5-methylphenyl)-5-methoxy-4H-isoxazole-5-carbonyl]amino]tetrahydrofuran-2-carboxylic acid methyl ester